CC(C(O)C)O dimethyl-1,2-dihydroxyethane